3-methylimidazo[1,5-a]pyrazin-5-amine CC1=NC=C2N1C(=CN=C2)N